N-((4-aminophenyl)iminomethyl)carbamic acid hexyl ester C(CCCCC)OC(NC=NC1=CC=C(C=C1)N)=O